CC(C(=O)O)C1=NC=C(C=C1)Br methyl-2-(5-bromo-2-pyridinyl)acetic acid